2-{3-[5-(difluoromethyl)-1,3,4-oxadiazol-2-yl]-5-fluorophenyl}-3-[(pyridin-2-yl)methoxy]pyridine FC(C1=NN=C(O1)C=1C=C(C=C(C1)F)C1=NC=CC=C1OCC1=NC=CC=C1)F